C1OCC12CN(C2)OC(CCC)=O 2-oxa-6-azaspiro[3.3]heptan-6-ylbutanoate